4-nitrobenzyl-5-fluoro-2,6-dioxo-3,6-dihydropyrimidine-1(2H)-carboxylate [N+](=O)([O-])C1=CC=C(COC(=O)N2C(NC=C(C2=O)F)=O)C=C1